FC(OC1=CC=C(C=C1)NC1=C2C=C(NC2=CC(=C1)NC(C)=O)C(=O)OCC)(F)F Ethyl 4-((4-trifluoromethoxyphenyl) amino)-6-acetylamino-1H-indole-2-carboxylate